N1(CCCCCC1)CCNC(=O)C1=C(C2=C(CCC3=CN(N=C23)CC2=CC=C(C=C2)C)O1)C N-[2-(azepan-1-yl)ethyl]-8-methyl-2-(4-methylbenzyl)-4,5-dihydro-2H-furo[2,3-g]indazole-7-carboxamide